FC=1C=C(C=C(C1)C=1C=NN(C1)CC1=CC(=CC=C1)C(F)(F)F)CN (3-fluoro-5-(1-(3-(trifluoromethyl)benzyl)-1H-pyrazol-4-yl)phenyl)methylamine